(±)-tert-Butyl (1-(((4-amino-2-((methylsulfinyl)methyl)phenyl)(methyl)amino)methyl)cyclopropyl)carbamate NC1=CC(=C(C=C1)N(C)CC1(CC1)NC(OC(C)(C)C)=O)C[S@](=O)C |r|